[C@H]12CC(C[C@H](CC1)N2)C2(NC(=NC=1N2N=CC1C(C)C)NC1CCOCC1)N 4-((1R,3s,5S)-8-azabicyclo[3.2.1]oct-3-yl)-8-isopropyl-N2-(tetrahydro-2H-pyran-4-yl)pyrazolo[1,5-a][1,3,5]triazine-2,4-diamine